CN(CCN(C(C)=O)C1=CC=C(C=C1)[N+](=O)[O-])C N-(2-(dimethyl-amino)ethyl)-N-(4-nitrophenyl)acetamide